C1(=NC=CC2=CC=CC=C12)C(C)(C)NC(CC1N(CCC1)C)=O N-(2-(isoquinolin-1-yl)propan-2-yl)-2-(1-methyl-pyrrolidin-2-yl)acetamide